C(C=C)(=O)OCCC=1C2(COC(C1)C2)C(=O)N acryloyloxyethyleneoxanorbornenecarboxamide